4-((4-Aminophenyl)buta-1,3-diyn-1-yl)benzoic acid NC1=CC=C(C=C1)C#CC#CC1=CC=C(C(=O)O)C=C1